N-(1-phenylethenyl)isobutyramide C1(=CC=CC=C1)C(=C)NC(C(C)C)=O